3-(5-((1-(4'-chloro-5,5-dimethyl-3,4,5,6-tetrahydro-[1,1'-biphenyl]-2-carbonyl)piperidine-4-yl)amino)-1-oxoisoindolin-2-yl)piperidine-2,6-dione ClC1=CC=C(C=C1)C1=C(CCC(C1)(C)C)C(=O)N1CCC(CC1)NC=1C=C2CN(C(C2=CC1)=O)C1C(NC(CC1)=O)=O